CC1=CC(=NC(=C1)C)NC1=CC(=CC=2N(C(=NC21)C)C)C2=CC=C(C=C2)N2CCN(CC2)C(C)C N-(4,6-dimethylpyridin-2-yl)-6-(4-(4-isopropylpiperazin-1-yl)phenyl)-1,2-dimethyl-1H-benzo[d]imidazol-4-amine